NC1=C(C(=O)N)C=C(C(=C1F)C1=CC(=CC2=CC=CC=C12)OC)Cl 2-amino-5-chloro-3-fluoro-4-(3-methoxy-naphthalen-1-yl)benzamide